NC=1C=C(C=CC1F)C1=C(C=C(C=C1)C1=NNCOC1)OC(F)(F)F 5-[3'-amino-4'-fluoro-2-(trifluoromethoxy)biphenyl-4-yl]-3,6-dihydro-2H-1,3,4-oxadiazin